6-(methoxymethoxy)-2,7-dimethyl-5-(4,4,5-trimethyl-1,3,2-dioxaborolan-2-yl)indazole COCOC=1C(=CC2=CN(N=C2C1C)C)B1OC(C(O1)(C)C)C